3,5-diphenyl-1,2,4-oxadiazole C1(=CC=CC=C1)C1=NOC(=N1)C1=CC=CC=C1